C(C)(=O)NCC(=O)CO[Si](OC)(OC)CCCN (N-acetylglycyl)-3-aminopropyl-trimethoxysilane